(1,1'-bis(diphenylphosphino)ferrocene) dichloride nickel [Ni+2].[Cl-].[Cl-].C1(=CC=CC=C1)P([C-]1C=CC=C1)C1=CC=CC=C1.[C-]1(C=CC=C1)P(C1=CC=CC=C1)C1=CC=CC=C1.[Fe+2]